(triPhenyl-phosphine) palladium [Pd].C1(=CC=CC=C1)P(C1=CC=CC=C1)C1=CC=CC=C1